COC(CCC(=O)SCC1=CC=C(C(=O)NCC)C=C1)=O 2-(4-(((4-methoxy-4-oxobutanoyl)thio)methyl)benzoylamino)ethane